(R)-N-(4-((7-chloro-1-methyl-2-((3-(1-methylpyrrolidin-2-yl)-5-(trifluoromethyl)phenyl)amino)-1H-imidazo[4,5-b]pyridin-6-yl)oxy)pyridin-2-yl)acetamide ClC1=C2C(=NC=C1OC1=CC(=NC=C1)NC(C)=O)N=C(N2C)NC2=CC(=CC(=C2)C(F)(F)F)[C@@H]2N(CCC2)C